CC1=C(C=CC=C1)C(CCCC(=O)O)=O 5-(2-methylphenyl)-5-oxopentanoic acid